C/C(=C\\C=C\\C=C(\\C=C\\C=C(\\C=C\\C=C(\\C(=O)[O-])/C)/C)/C)/C=C/C=C(/C=C/C=C(/C(=O)[O-])\\C)\\C The molecule is a dicarboxylic acid dianion derived from 4,4'-diapolycopen-4,4'-dioic acid. Major structure at pH 7.3, It is a conjugate base of a 4,4'-diapolycopenedioic acid.